NC=1C=C(OC=2C=CC=3C4=C(N(C3C2)C)C(N(N=C4)CC4=NC(=CC=C4)C)=O)C=CC1 7-(3-aminophenoxy)-5-methyl-3-((6-methylpyridin-2-yl)methyl)-3,5-dihydro-4H-pyridazino[4,5-b]indol-4-one